The molecule is a carbocyclic fatty acid consisting of octanoic acid which is terminally substituted by five fused cyclobutane-rings ([5]-ladderane). Ladderane fatty acids can be found in anammox bacteria. It is a ladderane, a carbocyclic fatty acid and a saturated fatty acid. It derives from an octanoic acid. C1C[C@@H]2[C@H]1[C@@H]3[C@H]2[C@@H]4[C@H]3[C@@H]5[C@H]4[C@H](C5)CCCCCCCC(=O)O